C(C1=CC=NC=C1)(=O)NC(=O)N1CCNCC1 N-isonicotinoylpiperazine-1-carboxamide